NC1=NC=CC=C1C1=NC=2C(=NC(=CC2)C2=CC=CC=C2)N1C1=CC=C(CNC(=O)C2=CC(=C(C(=O)OC)C=C2)N(C)C)C=C1 methyl 4-((4-(2-(2-aminopyridin-3-yl)-5-phenyl-3H-imidazo[4,5-b]pyridin-3-yl)benzyl)carbamoyl)-2-(dimethylamino)benzoate